N-(3-fluoro-7-(2-(hydroxymethyl)azetidine-1-carbonyl)-4-methyl-8-oxo-5,6,7,8-tetrahydronaphthalen-1-yl)acetamide FC=1C=C(C=2C(C(CCC2C1C)C(=O)N1C(CC1)CO)=O)NC(C)=O